O1CCC(CC1)OCC1=NOC=N1 3-(tetrahydro-pyran-4-yloxymethyl)-[1,2,4]oxadiazol